ClC1=C(C=CC=C1)NC(C1=CC=C(C=C1)NC1=NC(=NC=C1F)NC1=CC=C(C=C1)C(NN1CCC(CC1)C(CN1CCN(CC1)C1=CC=C(C=C1)C1C(NC(CC1)=O)=O)CC)=O)=O N-(2-chlorophenyl)-4-((2-((4-((4-(1-(4-(4-(2,6-dioxopiperidin-3-yl)phenyl)piperazin-1-yl)butan-2-yl)piperidin-1-yl)carbamoyl)phenyl)amino)-5-fluoropyrimidin-4-yl)amino)benzamide